C(CCC#N)#N butanedi-nitrile